4-oxo-4,5,6,7-tetrahydrothieno[3,2-c]pyridine-2-carboxylic acid ethyl ester C(C)OC(=O)C1=CC=2C(NCCC2S1)=O